CC=1NC2=CC=CC=C2C1CC(=O)N[C@@H](CC1=CC=CC=C1)C1=NC2=C(N1C1=CC=CC=C1)C=CC=C2 (S)-2-(2-methyl-1H-indol-3-yl)-N-(2-phenyl-1-(1-phenyl-1H-benzo[d]imidazol-2-yl)ethyl)acetamide